5-amino-(2-p-aminophenyl)benzimidazole NC1=CC2=C(N=C(N2)C2=CC=C(C=C2)N)C=C1